NCCN(CCN)CCN N,N,N-Tris-(2-aminoethyl)amine